NCC1=CC=C(CN2C=CC3=CC=C(C=C23)CNCC=2NC3=CC=CC=C3C2C2NC(C3=CC=C(C=C23)O)=O)C=C1 3-(2-((((1-(4-(aminomethyl)benzyl)-1H-indol-6-yl)methyl)amino)methyl)-1H-indol-3-yl)-5-hydroxyisoindolin-1-one